C1(C=COC2=C1C1=CC=CC=C1C=C2)=O naphthopyranone